2-chlorobenzo[d]oxazole-5-carboxylic acid methyl ester COC(=O)C=1C=CC2=C(N=C(O2)Cl)C1